(S)-N-(1-cyclopropylethyl)-5-(pyrido[2,3-b]pyrazin-7-yl)pyrrolo[2,1-f][1,2,4]triazin-2-amine C1(CC1)[C@H](C)NC1=NN2C(C=N1)=C(C=C2)C2=CC=1C(=NC=CN1)N=C2